Cl.C(C)C(C(=O)OC1=C(C=CC=C1)OC(C(CC)CC)=O)CC phenylene bis(2-ethylbutanoate) hydrochloride salt